Mono(2-hydroxy-3-methacryloxypropyl)propylether OC(CCCCOCCCCC(COC(C(=C)C)=O)O)COC(C(=C)C)=O